ClC1=CC=C(OCC(=O)NC2=CC=C(C=N2)CC(=O)N)C=C1 [6-[[2-(4-chlorophenoxy)acetyl]amino]pyridin-3-yl]acetamide